ClC=1C=C(C=CC1Cl)N1CC(CCC1)C=1C(=C(C(=O)O)C=CC1)F 3-(1-(3,4-dichlorophenyl)piperidin-3-yl)-2-fluorobenzoic acid